1-(4-{[(3S,3aR,6S,6aR)-6-hydroxyhexahydrofuro[3,2-b]furan-3-yl]oxy}-3-nitrophenyl)-1H-pyrazole-4-carboxylic acid ethyl ester C(C)OC(=O)C=1C=NN(C1)C1=CC(=C(C=C1)O[C@@H]1[C@@H]2[C@H](OC1)[C@H](CO2)O)[N+](=O)[O-]